C(C)(C)[NH2+]C(C)C.COC1=CC=C(C(C2=CC=C(C=C2)OC)(C2=CC=CC=C2)C[C@@H](CN2C(=O)N=C(NC(C)=O)C=C2)O)C=C1 (S)-1-(3-(4,4'-dimethoxytrityl)-2-hydroxypropyl)-N4-acetylcytosine, diisopropyl-ammonium salt